FC(F)(F)C1=CC=CC=2[SH+]C3=CC=CC=C3SC12 TRIFLUOROMETHYL-THIANTHRENIUM